tert-Butyl ((6-aminopyridin-3-yl)methyl)(methyl)carbamate NC1=CC=C(C=N1)CN(C(OC(C)(C)C)=O)C